(S)-tert-butyl 4-fluoro-2-(hydroxymethyl)indoline-1-carboxylate FC1=C2C[C@H](N(C2=CC=C1)C(=O)OC(C)(C)C)CO